((1R,2R)-2-hydroxy-2-methylcyclopentyl)-2-((2-(methylsulfonyl)-2-aza-spiro[3.3]hept-6-yl)amino)pyrido[2,3-d]pyrimidin-7(8H)-one O[C@]1([C@H](CCC1)C=1C2=C(N=C(N1)NC1CC3(CN(C3)S(=O)(=O)C)C1)NC(C=C2)=O)C